CN(CC1CNCC1)C N,N-dimethyl-1-(pyrrolidin-3-yl)methanamine